BrC1=CN(C=2N=CN=C(C21)N)C(F)F 5-bromo-7-(difluoromethyl)-7H-pyrrolo[2,3-d]pyrimidin-4-amine